2-[(2S,5R)-2-(3-fluorophenyl)-5-methyl-1-piperidyl]-N-(5-methyl-3-pyridyl)-2-oxo-acetamide FC=1C=C(C=CC1)[C@H]1N(C[C@@H](CC1)C)C(C(=O)NC=1C=NC=C(C1)C)=O